(Z)-3-(2-fluorovinyl)azetidine F\C=C/C1CNC1